(S)-N-(benzo[b]thiophen-5-ylmethyl)-4-(6-(4-(trifluoromethyl)phenyl)-7H-pyrrolo[2,3-d]pyrimidin-4-yl)piperazine-2-carboxamide S1C2=C(C=C1)C=C(C=C2)CNC(=O)[C@H]2NCCN(C2)C=2C1=C(N=CN2)NC(=C1)C1=CC=C(C=C1)C(F)(F)F